(S)-4-((2-chloro-4-((furan-2-ylmethyl)amino)-7-methylthieno[3,2-d]Pyrimidin-6-yl)methyl)-1,3-oxazinan-2-one ClC=1N=C(C2=C(N1)C(=C(S2)C[C@H]2NC(OCC2)=O)C)NCC=2OC=CC2